C(C)(C)(C)[S@@](=O)NC1C2=NC=C(C=C2CC12CCN(CC2)C(=O)OC(C)(C)C)Cl tert-butyl 7-(((R)-tert-butylsulfinyl) amino)-3-chloro-5,7-dihydrospiro[cyclopenta[b]pyridine-6,4'-piperidine]-1'-carboxylate